FC1=CC(=CC=2N(C(=NC21)C2=CC=C(C=C2)S(=O)(=O)C)C)C2CCN(CC2)C=2C=CN(C=CC2)C(C)C 4-fluoro-6-(1-(1-isopropylazepin-4-yl)piperidin-4-yl)-1-methyl-2-(4-(methylsulfonyl)phenyl)-1H-benzo[d]imidazole